ClC=1C(=NC(=NC1)NC=1C=CC2=C(OC[C@@H]3N2CCN(C3)C3CCN(CC3)C)C1)NC1=C(C=CC=C1)NS(=O)(=O)C (R)-N-(2-((5-chloro-2-((3-(1-methylpiperidin-4-yl)-1,2,3,4,4a,5-hexahydrobenzo[b]pyrazino[1,2-d][1,4]oxazin-8-yl)amino)pyrimidin-4-yl)amino)phenyl)methanesulfonamide